3-(4-(methoxymethyl)phenyl)propanoic acid COCC1=CC=C(C=C1)CCC(=O)O